N,N'-dihydroxyethyl-pyromellitic acid diimide ON=C(C=1C(C(=O)O)=C(C(C(=O)O)=C(C(O)=NO)C1)CC)O